BrC=1C=C2C(=NN(C2=CC1)C1OCCCC1)C(=O)O 5-bromo(tetrahydro-2H-pyran-2-yl)-1H-indazole-3-carboxylic acid